FC=1C=C2N(CCN(C2=CC1)C(C(C)N1[C@@H](CCCC1)C)=O)C1=CC=C(C=C1)F 1-(6-fluoro-4-(4-fluorophenyl)-3,4-dihydroquinoxaline-1(2H)-yl)-2-((R)-2-methylpiperidin-1-yl)propan-1-one